N-isopropyltrisilane-1-amine C(C)(C)N[SiH2][SiH2][SiH3]